4-[[3-[1-(2,2-difluoroethyl)-3-(trifluoromethyl)pyrazol-4-yl]imidazo[1,2-a]pyrazin-8-yl]amino]-2-ethyl-N-[2-(3-methylpiperazin-1-yl)-2-oxo-ethyl]benzamide FC(CN1N=C(C(=C1)C1=CN=C2N1C=CN=C2NC2=CC(=C(C(=O)NCC(=O)N1CC(NCC1)C)C=C2)CC)C(F)(F)F)F